N-[(3R)-7-bromo-8-fluoro-4-oxo-3,5-dihydro-2H-1,5-benzothiazepine-3-yl]Carbamic acid tert-butyl ester C(C)(C)(C)OC(N[C@H]1CSC2=C(NC1=O)C=C(C(=C2)F)Br)=O